N1(CCCC1)C=1C=C(C=CC1C(=O)N1C(CNCC1)C1=C(C=CC=C1)C(F)(F)F)C1(CC1)C(=O)N [3-pyrrolidin-1-yl-4-[2-[2-(trifluoromethyl)phenyl]piperazine-1-carbonyl]phenyl]cyclopropanecarboxamide